OCC1C(CCCC1)CO 1,2-bis(hydroxymethyl)cyclohexane